NC1=C(C=CC=C1)[Se][Se]C1=C(C=CC=C1)N Di(o-aminophenyl) diselenide